methyl (S)-2-((4-((2-(4-chlorobenzyl)-5-fluoropyrimidin-4-yl)oxy)piperidin-1-yl)methyl)-3-(oxetan-2-ylmethyl)-3H-imidazo[4,5-c]pyridine-6-carbimidate ClC1=CC=C(CC2=NC=C(C(=N2)OC2CCN(CC2)CC2=NC3=C(C=NC(=C3)C(OC)=N)N2C[C@H]2OCC2)F)C=C1